COC=1C=C(C=CC1OC)C=1NC2=CC=C(C=C2C1C(C)C)C1CCN(CC1)CC(=O)O 2-(4-(2-(3,4-dimethoxyphenyl)-3-isopropyl-1H-indol-5-yl)piperidin-1-yl)acetic acid